(2R)-2-amino-2-methyl-hexanoic acid hydrochloride Cl.N[C@@](C(=O)O)(CCCC)C